COC=1C=C(CN2C(N3C(C4=C2C=C(C=N4)N4CCOCC4)=NC(C3C)C)=O)C=C(C1)OC 6-(3,5-dimethoxybenzyl)-2,3-dimethyl-8-(morpholin-4-yl)-2,6-dihydroimidazo[1,2-c]pyrido[2,3-e]pyrimidin-5(3H)-one